OC1=C(C=CC=C1)C(C)=O 1-(2-hydroxyphenyl)ethanone